5-(azetidin-3-yl)-2-(2,6-dimethylpyridin-4-yl)-3-isopropyl-1H-indole N1CC(C1)C=1C=C2C(=C(NC2=CC1)C1=CC(=NC(=C1)C)C)C(C)C